C(C1=CC=CC=C1)C=1NC(=NN1)C(=O)NC1=NC=CC(=C1)C1=C(C=CC(=C1)OCCOC(C)C)C(F)(F)F 5-benzyl-N-(4-(5-(2-isopropoxyethoxy)-2-(trifluoromethyl)phenyl)pyridin-2-yl)-4H-1,2,4-triazole-3-carboxamide